C(C)N1C(N(C=CC1=O)CC(=O)N1C(CC(C1)F)C(=O)NC(C1=CC=CC=C1)C1=NC(=C(C=C1)C(C)C)F)=O 1-[2-(3-ethyl-2,4-dioxo-1,2,3,4-tetrahydropyrimidin-1-yl)acetyl]-4-fluoro-N-{[6-fluoro-5-(propan-2-yl)pyridin-2-yl](phenyl)methyl}pyrrolidine-2-carboxamide